[Na+].C(CCCCCCCCCCC)(=O)[O-] Lauric acid sodium salt